N-(5-Bromo-2-(3-(dimethylamino)azetidin-1-yl)pyridin-3-yl)-4-methylbenzenesulfonamide BrC=1C=C(C(=NC1)N1CC(C1)N(C)C)NS(=O)(=O)C1=CC=C(C=C1)C